dodecyl-benzenesulfonic acid triethylamine salt C(C)N(CC)CC.C(CCCCCCCCCCC)C1=C(C=CC=C1)S(=O)(=O)O